C(CCCCCCCCCCC)OC1=CC=C(OC=2C=C(C=C(C2)N)N)C=C1 5-(4-(dodecyloxy)phenoxy)benzene-1,3-diamine